4-propynylphthalic anhydride C(#CC)C=1C=C2C(C(=O)OC2=O)=CC1